ClC=1C=C(C=CC1Cl)NC(=O)C1C2CC=3C(=CNC(C3)=O)C1CC2 (±)-N-(3,4-dichlorophenyl)-3-oxo-3,5,6,7,8,9-hexahydro-2H-6,9-methanocyclohepta[c]pyridine-10-carboxamide